N7-(3,3-difluoroindan-1-yl)-2-(methoxymethyl)-5-methyl-pyrazolo[1,5-a]pyrimidine-3,7-dicarboxamide FC1(CC(C2=CC=CC=C12)NC(=O)C1=CC(=NC=2N1N=C(C2C(=O)N)COC)C)F